C1(CCCC1)O[C@@H](CC1=NC2=C(N1)C=CC(=C2)CC(=O)O)[C@H](O)C2=CC(=C(C(=C2)OC)C)OC 2-(2-((2S,3R)-2-(cyclopentyloxy)-3-(3,5-dimethoxy-4-methylphenyl)-3-hydroxypropyl)-1H-benzo[d]imidazol-5-yl)acetic acid